ClC1=NC=C(C=N1)C1=CC=C2C(=N1)SC(=N2)O[C@@H](C)C2CCN(CC2)C2=NC(=NO2)C(C)C (S)-5-(4-(1-((5-(2-chloropyrimidin-5-yl)thiazolo[5,4-b]pyridin-2-yl)oxy)ethyl)piperidin-1-yl)-3-isopropyl-1,2,4-oxadiazol